N,N-bis(methyl-d3)pyridin-3-amine hydrochloride Cl.C(N(C=1C=NC=CC1)C([2H])([2H])[2H])([2H])([2H])[2H]